FC(C1=CC=C(C=C1)C=1N(C(=CN1)C)CC1=C(OCCC[C@H](CC(=O)O)C)C=CC=C1)F (R)-6-(2-((2-(4-(difluoromethyl)phenyl)-5-methyl-1H-imidazol-1-yl)methyl)phenoxy)-3-methylhexanoic acid